6-fluoronaphthalen-2-amine FC=1C=C2C=CC(=CC2=CC1)N